ClC1=C(C=CC=C1C1C(NC(CC1)=O)=O)C1=CC=C(C=C1)CC1(COC1)C 3-(2-chloro-4'-((3-methyloxetan-3-yl)methyl)-[1,1'-biphenyl]-3-yl)piperidine-2,6-dione